5-fluoro-2,6-dimethoxy-pyridin-3-amine FC=1C=C(C(=NC1OC)OC)N